C1(C2=C(C(N1)=O)SC1=C(C(NC1=O)=O)S2)=O 5H-[1,4]dithiino[2,3-c:5,6-c']dipyrrol-1,3,5,7(2H,6H)-tetron